2,3-Bis-(2-Methoxy-4-Nitro-5-Sulfophenyl)-2H-Tetrazolium COC1=C(C=C(C(=C1)[N+](=O)[O-])S(=O)(=O)O)N1[NH2+]C=NN1C1=C(C=C(C(=C1)S(=O)(=O)O)[N+](=O)[O-])OC